2-(3-((4-hydroxybenzylidene)amino)phenyl)-4-methyl-5-acetyl-thiazole OC1=CC=C(C=NC=2C=C(C=CC2)C=2SC(=C(N2)C)C(C)=O)C=C1